C1(CC1)N1N=CC(=C1)C=1C=C(C=CC1)N(C(=O)[C@@H]1CC[C@H](CC1)NC(=O)[C@@H]1CC[C@H](CC1)O)C[C@@H]1CC[C@H](CC1)C1=CC(=C(C=C1)OC)C trans-N-(3-(1-Cyclopropyl-1H-pyrazol-4-yl)phenyl)-4-(trans-4-hydroxycyclohexanecarboxamido)-N-((trans-4-(4-methoxy-3-methylphenyl)cyclohexyl)methyl)cyclohexanecarboxamide